ClC1=NC=C(C(=N1)OCC1=CC=C(C=C1)C=1N(C=C(N1)C(F)(F)F)C)OC1COC1 2-chloro-4-[[4-[1-methyl-4-(trifluoromethyl)imidazol-2-yl]phenyl]methoxy]-5-(oxetan-3-yloxy)pyrimidine